1,15-pentadecenedioic acid C(C=CCCCCCCCCCCCC(=O)O)(=O)O